3-cyclopentyl-1-[9-ethyl-6-(2-methylbenzoyl)-9H-carbazol-3-yl]acetone-1-(O-acetyloxime) C(C)(=O)ON=C(C1=C(C=CC=C1)C)C=1C=C2C=3C=C(C=CC3N(C2=CC1)CC)CC(=O)CC1CCCC1